C([C@@H](C)O)O (R)-1,2-propanediol